N-(6-chloropyridin-3-yl)-6-((1-(2,2-difluoroethyl)piperidin-4-yl)oxy)isoquinolin-1-amine ClC1=CC=C(C=N1)NC1=NC=CC2=CC(=CC=C12)OC1CCN(CC1)CC(F)F